FO Perfluoro alcohol